8-bromo-6-chloro-4-methyl-7-methyl-2,4-dihydro-1,4-benzoxazin-3-one BrC1=C(C(=CC=2N(C(COC21)=O)C)Cl)C